2-methoxyethyl (1S,2R,5R)-3-((6-((5-fluoropyridin-3-yl)oxy)pyridin-3-yl)-sulfonyl)-2-(hydroxycarbamoyl)-3,8-diaza-bicyclo[3.2.1]octane-8-carboxylate FC=1C=C(C=NC1)OC1=CC=C(C=N1)S(=O)(=O)N1[C@H]([C@@H]2CC[C@H](C1)N2C(=O)OCCOC)C(NO)=O